O1C[C@H](CC1)NC1=NC=C2N=C(N(C2=N1)C1CCC(CC1)C(=O)N)NC1=C(C=C(C=C1Cl)Cl)Cl (1R,4s)-4-(2-((S)-tetrahydrofuran-3-ylamino)-8-(2,4,6-trichlorophenylamino)-9H-purin-9-yl)cyclohexanecarboxamide